OCCOC1=C(C=C(C=C1C)C=1NC(C2=C(N1)N=C(C=C2C)C)=O)C 2-(4-(2-hydroxyethoxy)-3,5-dimethylphenyl)-5,7-dimethylpyrido[2,3-d]pyrimidin-4(3H)-one